6-hydroxy-2,5-dimethyl-N-((6-(4-morpholinophenyl)pyridin-3-yl)methyl)pyrazolo[1,5-a]pyrido[3,2-e]pyrimidine-7-carboxamide OC1=C(C=NC2=C1C(=NC=1N2N=C(C1)C)C)C(=O)NCC=1C=NC(=CC1)C1=CC=C(C=C1)N1CCOCC1